C(C)(C)(C)OC(=O)N1CC(C1)OC=1C=C2CC(CC2=C(C1)F)C(=O)OCC 3-[(2-ethoxycarbonyl-7-fluoro-2,3-dihydro-1H-inden-5-yl)oxy]azetidine-1-carboxylic acid tert-butyl ester